C(CC(C)C)C(C(=O)O)=CC1=CC=C(C=C1)OC.COC(C(=O)OCCC(C)C)=CC1=CC=CC=C1 isoamyl methoxycinnamate (isoamyl 4-methoxycinnamate)